fluoro-7-((5-methoxy-7-methyl-1H-indol-4-yl)methyl)-7-azaspiro[3.5]Nonane FC1CCC12CCN(CC2)CC2=C1C=CNC1=C(C=C2OC)C